FC(C(C)(C)OC=1C(=C(C=C(C1)CCCCC)O)C1C=C(CCC1C(=C)C)C)F 3-(1,1-Difluoro-2-methylpropan-2-yl)oxy-2-(3-methyl-6-prop-1-en-2-ylcyclohex-2-en-1-yl)-5-pentylphenol